N-((R)-3-cyano-1,1,1-trifluoro-3-methylbutan-2-yl)-2-(2,6-dioxopiperidin-3-yl)-1-oxoisoindoline-5-carboxamide C(#N)C([C@H](C(F)(F)F)NC(=O)C=1C=C2CN(C(C2=CC1)=O)C1C(NC(CC1)=O)=O)(C)C